(4-METHYLPHENYL)triphenylphosphonium thiocyanate [S-]C#N.CC1=CC=C(C=C1)[P+](C1=CC=CC=C1)(C1=CC=CC=C1)C1=CC=CC=C1